ClC1=CC=C(C=C1)C=1OC2=C(CN(CC2)C=2N=C(C3=C(N2)CC[S@]3=O)NC3=CC=C(C=C3)CC(=O)OCC)N1 (R)-ethyl 2-(4-((2-(2-(4-chlorophenyl)-6,7-dihydrooxazolo[4,5-c]pyridin-5(4H)-yl)-5-oxido-6,7-dihydrothieno[3,2-d]pyrimidin-4-yl)amino)phenyl)acetate